Cl\C=C\C=C trans-Chlorobutadien